N-methoxyN-butyl-sulfonamide CON(S(=O)=O)CCCC